trans-1-(4-((6-(4-(3,4-dihydroisoquinoline-2(1H)-yl)-3-hydroxypiperidin-1-yl)thiazolo[4,5-c]pyridin-2-yl)amino)piperidin-1-yl)ethanone C1N(CCC2=CC=CC=C12)[C@H]1[C@@H](CN(CC1)C1=CC2=C(C=N1)N=C(S2)NC2CCN(CC2)C(C)=O)O